(1S,2S,3R,6S)-6-[[(2R,3S,4S,5R,6S)-4,5-dihydroxy-6-methoxy-2-methyloxan-3-yl]amino]-4-(hydroxymethyl)cyclohex-4-ene-1,2,3-triol O[C@H]1[C@@H]([C@H](O[C@@H]([C@@H]1O)OC)C)N[C@H]1C=C([C@H]([C@@H]([C@H]1O)O)O)CO